FC=1C=C(C=C(C1)F)C(C)OC=1C=C2C(=NNC2=CC1)C1=NC2=C(N1)CN(C2)CCN(C)C 2-(2-(5-(1-(3,5-Difluorophenyl)ethoxy)-1H-Indazol-3-yl)-4,6-Dihydropyrrolo[3,4-d]imidazol-5(1H)-yl)-N,N-Dimethylethan-1-Amin